3-({[(4R)-7-(4-fluoro-2-methoxyphenyl)-3,4-dihydro-2H-1-benzopyran-4-yl]methyl}amino)pyridine-4-carboxylic acid methyl ester COC(=O)C1=C(C=NC=C1)NC[C@@H]1CCOC2=C1C=CC(=C2)C2=C(C=C(C=C2)F)OC